4-(benzyloxy)-3-iodo-2,6-dimethylbenzaldehyde C(C1=CC=CC=C1)OC1=C(C(=C(C=O)C(=C1)C)C)I